2,2'-[(1-methylethyl)imino]diethanol CC(C)N(CCO)CCO